C1(CC1)C1=NN(C=N1)C1CC2(CN(C2)C(=O)N2CC(C2)OC=2C=C(C=CC2)C(C(=O)OC)(C)C)C1 methyl 2-[3-[1-[6-(3-cyclopropyl-1,2,4-triazol-1-yl)-2-azaspiro[3.3]heptane-2-carbonyl]azetidin-3-yl]oxyphenyl]-2-methylpropanoate